2-[(4-fluorophenyl)methyl-[(4-methoxyphenyl)-methyl]amino]ethanehydroxamic acid FC1=CC=C(C=C1)CN(CC(=O)NO)CC1=CC=C(C=C1)OC